FC1CC(C1)(C1=NC=CC=C1F)CNC1=NC=C(C=N1)C=1NC=CC1C(=O)N 2-(((((trans)-3-fluoro-1-(3-fluoropyridin-2-yl)cyclobutyl)methyl)amino)pyrimidin-5-yl)-1H-pyrrole-3-carboxamide